P(O)(O)=S phosphonothioic Acid